2-chloro-8-cyclopentyl-5,8-dihydropteridine-6,7-dione ClC1=NC=2N(C(C(NC2C=N1)=O)=O)C1CCCC1